(3R*,4R*)-1-Cyclohexyl-4-{[5-(2,4-difluoro-phenyl)-isoxazole-3-carbonyl]-amino}-piperidine-3-carboxylic acid (3-methyl-tetrahydro-furan-3-yl)-amide CC1(COCC1)NC(=O)[C@@H]1CN(CC[C@H]1NC(=O)C1=NOC(=C1)C1=C(C=C(C=C1)F)F)C1CCCCC1 |o1:9,14|